FC=1N(N=C2C(=CC=CC12)C(=O)N)CCCC(N1CCN(CC1)C1=NC=C(C=N1)C(F)(F)F)=O 3-fluoro-2-(4-oxo-4-(4-(5-(trifluoromethyl)pyrimidin-2-yl)piperazin-1-yl)butyl)-2H-indazole-7-Formamide